[C@H]12CN(C[C@H](CC1)N2)C2=NC(=NC1=C(C(=CC=C21)C2=CC(=CC1=CC=CC=C21)O)F)OCC2CCCC2 4-(4-((1R,5S)-3,8-diazabicyclo[3.2.1]octan-3-yl)-2-(cyclopentylmethoxy)-8-fluoroquinazolin-7-yl)naphthalen-2-ol